C(C)(C)(C)OC(=O)N(CC(=O)O)CCC1=CC=C(C=C1)Cl N-(tert-Butoxycarbonyl)-N-(4-chlorophenethyl)glycine